4-Methylenedioxyphenethylamine C1OC2=CC=C(CCN)C=C2O1